C(C)(C)(C)OOC(C)(C)OOC(C)(C)C 2,2-bis-(t-butylperoxy)propane